(S)-3-fluoro-5-(3-isopropoxyphenyl)-5,8,8-trimethyl-5,8,9,10-tetrahydrobenzo[b][1,8]naphthyridin-6(7H)-one FC1=CC=2[C@](C3=C(NC2N=C1)CC(CC3=O)(C)C)(C)C3=CC(=CC=C3)OC(C)C